3-cyclopentyl-5-(tetrahydro-2H-pyran-4-yl)isoxazolo[4,5-d]pyrimidin-7(6H)-one C1(CCCC1)C1=NOC2=C1N=C(NC2=O)C2CCOCC2